phenylbenzyl glycinate hydrochloride Cl.NCC(=O)OC(C1=CC=CC=C1)C1=CC=CC=C1